COC1=C2CCC(C2=CC=C1)=N[S@@](=O)C(C)(C)C (S)-N-(4-methoxy-2,3-dihydro-1H-inden-1-ylidene)-2-methylpropane-2-sulfinamide